ONC(CCC(N1CC2(CC2)C[C@H]1C(C1=CC=C(C=C1)C=1C=NC=CC1)=O)=O)=O N-hydroxy-4-oxo-4-((S)-6-(4-(pyridin-3-yl)benzoyl)-5-azaspiro[2.4]heptan-5-yl)butanamide